4-(2,7-dimethyl-1-naphthyl)-2-methyl-3(2H)-pyridazinone CC1=C(C2=CC(=CC=C2C=C1)C)C=1C(N(N=CC1)C)=O